C1(CCC1)COC1=C(C=C(C=C1)S(=O)(=O)C)C=1C=C(C(N(C1)C)=O)C 5-[2-(cyclobutylmethoxy)-5-methylsulfonylphenyl]-1,3-dimethylpyridin-2-one